Ethyl 6-(benzylsulfanyl)-7-fluorobenzofuran-2-carboxylate C(C1=CC=CC=C1)SC1=C(C2=C(C=C(O2)C(=O)OCC)C=C1)F